(8R,9R)-9-(2,4-difluorophenyl)-5-fluoro-8-(1-methylpiperidin-4-yl)-2,7,8,9-tetrahydro-3H-pyrido[4,3,2-de]phthalazin-3-one FC1=C(C=CC(=C1)F)[C@@H]1[C@H](NC=2C=3C1=NNC(C3C=C(C2)F)=O)C2CCN(CC2)C